O1C(=CC=C1)C(C(=O)O)CC α-furanylbutyric acid